5-ethynylnaphthalen-2-ol formate C(=O)OC1=CC2=CC=CC(=C2C=C1)C#C